FC=1C(=C(C=CC1F)[C@H]1[C@@H](O[C@]([C@H]1C)(C(F)(F)F)C)C(=O)NC1=CC(=NC=C1)OC[C@@H](CO)O)OC (2R,3S,4S,5R)-3-(3,4-difluoro-2-methoxyphenyl)-N-(2-((R)-2,3-dihydroxypropoxy)pyridine-4-yl)-4,5-dimethyl-5-(trifluoromethyl)tetrahydrofuran-2-carboxamide